C[C@H](C(=O)OCC)CC=1C=NN(C1)CC(F)(F)F ethyl (S)-2-methyl-3-(1-(2,2,2-trifluoroethyl)-1H-pyrazol-4-yl)propanoate